4-hydroxyphenylbenzylmethylsulfonium tetrafluoroborate F[B-](F)(F)F.OC1=CC=C(C=C1)[S+](C)CC1=CC=CC=C1